C(C)(C)(C)OC(NC1(CC2CCC(C1)N2)C)=O (3-methyl-8-azabicyclo[3.2.1]oct-3-yl)carbamic acid tert-butyl ester